C[C@@H](CCCCCC)O (S)-2-octanol